4-iodo-1,2,4-trichloroperfluorobutan IC(C(C(C(Cl)(F)F)(Cl)F)(F)F)(Cl)F